C1=C(C(=C(C=C1)C=CC=C)C)C 4-xylyl-1,3-butadiene